BrC=1C(=CC(=C(C1)C1=CC=C2C(=CN=NC2=C1)NCC1=C(C=C(C=C1)OC)OC)C=1SC(=CN1)C(F)(F)F)OC 7-[5-Bromo-4-methoxy-2-[5-(trifluoromethyl)thiazol-2-yl]phenyl]-N-[(2,4-dimethoxyphenyl)methyl]cinnolin-4-amine